FC=1C=C(C=C(C1)F)[C@@H]1CC[C@H]2OC3(C(N21)=O)CCN(CC3)C(=O)C3=NC(=CC=C3)C (5'S,7a'R)-5'-(3,5-difluorophenyl)-1-(6-methylpyridine-2-carbonyl)tetrahydro-3'H-spiro[piperidine-4,2'-pyrrolo[2,1-b]-[1,3]oxazol]-3'-one